[C@@H]1([C@H](CCCC1)N)N (cis)-1,2-cyclohexanediamine